C(C)(C)(C)OC(=O)N1[C@H](CCCC1)CN |r| racemic-t-Butyl-2-(aminomethyl)piperidine-1-carboxylate